CC=1C(=NN(C1)C1=CC=CC=C1)B(O)O 4-METHYL-1-PHENYL-1H-PYRAZOL-3-YLBORONIC ACID